1-chloro-3-cyclopropyl-10-(trifluoromethyl)-3,4-dihydro-2H,6H-[1,4]thiazepino[2,3,4-ij]quinazoline-6,8(7H)-dione ClS1CC(CN2C(NC(C3=CC(=CC1=C23)C(F)(F)F)=O)=O)C2CC2